3-[4-[(3,3-Difluoro-4-piperidyl)carbamoyl]phenyl]-1-sulfamoyl-pyrrole-2-carboxylic acid FC1(CNCCC1NC(=O)C1=CC=C(C=C1)C1=C(N(C=C1)S(N)(=O)=O)C(=O)O)F